2'-chloro-2-(1-methyl-1H-1,2,3-triazol-4-yl)-4',5'-dihydrospiro[piperidine-4,7'-thieno[2,3-c]pyran] ClC1=CC2=C(C3(OCC2)CC(NCC3)C=3N=NN(C3)C)S1